3-(((7-bromo-2,3-dihydrofuro[3,2-c]pyridin-4-yl)amino)methyl)-N-methylbenzamide BrC=1C2=C(C(=NC1)NCC=1C=C(C(=O)NC)C=CC1)CCO2